tetrafluoro-ethylene FC(=C(F)F)F